N-(5-Bromo-2-(2-(isopropylamino)ethoxy)pyridin-3-yl)-1-methylcyclopropane-1-sulfonamide BrC=1C=C(C(=NC1)OCCNC(C)C)NS(=O)(=O)C1(CC1)C